BrC1=CC=2N(C3=CC(=CC=C3C2C=C1)Br)CCC 2,7-dibromo-9-propyl-9H-carbazole